3-ethyl-5-fluoro-4-methylbenzoic acid C(C)C=1C=C(C(=O)O)C=C(C1C)F